NC1CC(C1)N(C=1N=NC(=CN1)C1=C(C=C(C=C1)N1C=NC=C1)O)C 2-(3-(((1s,3s)-3-aminocyclobutyl)(methyl)amino)-1,2,4-triazin-6-yl)-5-(1H-imidazol-1-yl)phenol